OCCCN1C(CN(C2=CC=CC=C12)C1=CC=C(C=C1)C(F)(F)F)CNC(C)=O N-((1-(3-hydroxypropyl)-4-(4-(trifluoromethyl)phenyl)-1,2,3,4-tetrahydroquinoxalin-2-yl)methyl)acetamide